p-tolyltrimethylphosphonium tetraphenylborate C1(=CC=CC=C1)[B-](C1=CC=CC=C1)(C1=CC=CC=C1)C1=CC=CC=C1.C1(=CC=C(C=C1)[P+](C)(C)C)C